N1N=CC2C1N=CC=C2C(=O)[O-] 3a,7a-dihydro-1H-pyrazolo[3,4-b]pyridine-4-carboxylate